O1C[C@@H](CC1)N1CCNCC1 4-[(3R)-oxolan-3-yl]piperazine